ClCC(CP(C1=CC=CC=C1)(C1=CC=CC=C1)C1=CC=CC=C1)=O chloro-3-(triphenylphosphino)propan-2-one